4-bromo-2-(2-((tert-butyldimethylsilyl)oxy)ethoxy)benzaldehyde BrC1=CC(=C(C=O)C=C1)OCCO[Si](C)(C)C(C)(C)C